FC(C(=O)O)(F)F.C1OCC(C12CCNCC2)N 2-oxa-8-azaspiro[4.5]decane-4-amine trifluoroacetate